3-carboxy-2-hydroxymethylphenyl-boric acid C(=O)(O)C=1C(=C(C=CC1)OB(O)O)CO